(R)-Tetrahydrofuran-3-amine hydrochloride Cl.O1C[C@@H](CC1)N